(S)-(1-((tert-butyldimethylsilyl)oxy)-3-(3-(3-((5-chloro-3-fluoropyridin-2-yl)oxy)phenyl)-1H-pyrazol-1-yl)propan-2-yl)carbamic acid tert-butyl ester C(C)(C)(C)OC(N[C@H](CO[Si](C)(C)C(C)(C)C)CN1N=C(C=C1)C1=CC(=CC=C1)OC1=NC=C(C=C1F)Cl)=O